4-amino-6-(2-fluoroethoxy)-N-(4-(methoxymethyl)phenyl)-7-(1-methylcyclopropyl)-7H-pyrrolo[2,3-d]pyrimidine-5-carboxamide NC=1C2=C(N=CN1)N(C(=C2C(=O)NC2=CC=C(C=C2)COC)OCCF)C2(CC2)C